C(C)C=1C(NC2=CC(=CN=C2C1)CN1CCN(CC1)C1=NC=C(C=C1)F)=O 3-Ethyl-7-((4-(5-fluoropyridin-2-yl)piperazin-1-yl)methyl)-1,5-naphthyridin-2(1H)-one